Tert-butyl (S)-(1-(4,4-difluorocyclohexyl)-2-((4-((2,5-dioxoimidazolidin-1-yl)methyl)pyridin-2-yl)amino)-2-oxoethyl)carbamate FC1(CCC(CC1)[C@@H](C(=O)NC1=NC=CC(=C1)CN1C(NCC1=O)=O)NC(OC(C)(C)C)=O)F